7-amino-3-(2-methoxyethyl)quinazolin-4(3H)-one NC1=CC=C2C(N(C=NC2=C1)CCOC)=O